5-((3S,4S)-3,4-Difluoro-pyrrolidin-1-yl)-pyridin F[C@H]1CN(C[C@@H]1F)C=1C=CC=NC1